CC1=C(OC(C(=O)OCC)(C)C)C(=CC(=C1)CCCN1CCN(CC1)C1=CC=C(C=C1)C(F)(F)F)C Ethyl 2-(2,6-dimethyl-4-(3-(4-(4-(trifluoromethyl) phenyl) piperazin-1-yl) propyl) phenoxy)-2-methylpropionate